(6-Chlorochroman-3-yl)-[6-(5-fluoro-1H-pyrazol-4-yl)-1-[[(1R)-1-methylazetidin-2-yl]methyl]indol-3-yl]methanone ClC=1C=C2CC(COC2=CC1)C(=O)C1=CN(C2=CC(=CC=C12)C=1C=NNC1F)CC1N(CC1)C